FC=1C(=C(C=C(C1)C1=CC=NO1)B(O)O)OC (3-fluoro-5-(isoxazol-5-yl)-2-methoxyphenyl)boronic acid